5-(2-chloro-5-(isobutyramidomethyl)benzamido)-1-methyl-N-(4-(trifluoromethoxy)phenyl)-1H-indole-2-carboxamide ClC1=C(C(=O)NC=2C=C3C=C(N(C3=CC2)C)C(=O)NC2=CC=C(C=C2)OC(F)(F)F)C=C(C=C1)CNC(C(C)C)=O